(1R,2S)-1-amino-2,3-dihydro-1H-inden-2-ol N[C@H]1[C@H](CC2=CC=CC=C12)O